C(C)(C)(C)C=1C=C(C(=C(C1)C1=CC=CC=C1)NC1=CC(=CC(=C1)C([2H])([2H])[2H])NC1=C(C=C(C=C1C1=CC=CC=C1)C(C)(C)C)C1=CC=CC=C1)C1=CC=CC=C1 N1,N3-bis(5'-(tert-butyl)-[1,1':3',1''-terphenyl]-2'-yl)-5-(methyl-d3)benzene-1,3-diamine